BrC(C(=O)C1=CNC2=CC(=C(C=C12)C)F)C1=C(C=C(C=C1)Cl)OC bromo-2-(4-chloro-2-methoxyphenyl)-1-(6-fluoro-5-methyl-1H-indol-3-yl)ethanone